[18F]fluoro-2-deoxy-mannose [18F]C(=O)C[C@@H](O)[C@H](O)[C@H](O)CO